C1(=C(C=CC=C1)C=1OCCN1)C=1OCCN1 2,2'-(1,2-phenylene)-bis(2-oxazoline)